N-2-(3,5-dicarboxyphenyl)ethyl-N'-methylimidazole chloride [Cl-].C(=O)(O)C=1C=C(C=C(C1)C(=O)O)CCN1CN(C=C1)C